C[Si](OC(C#C)(C)C)(OC(C#C)(C)C)C dimethyl-bis(3-methyl-1-butyn-3-yloxy)silane